2-amino-3-methyl-N-(1H-pyrrolo[2,3-b]pyridin-5-ylmethyl)-N-[[5-(trifluoromethyl)-2-pyridyl]methyl]quinoline-6-carboxamide NC1=NC2=CC=C(C=C2C=C1C)C(=O)N(CC1=NC=C(C=C1)C(F)(F)F)CC=1C=C2C(=NC1)NC=C2